CCC1(CO1)CCOC=1C=CC(=NC1)N 5-(2-(epoxybutan-3-yl)ethoxy)pyridine-2-amine